N[C@H]1CN(CCC1)C(=O)C1=NN(C(=C1)C1=CC=C(C#N)C=C1)C1=C(C=CC=C1)C (R)-4-(3-(3-Aminopiperidin-1-carbonyl)-1-(o-tolyl)-1H-pyrazol-5-yl)benzonitril